C1=CC=CC=2C3=CC=CC=C3C(C12)COC(=O)N[C@H](C(=O)O)CC1=CC=C(C=C1)O[C@@H]1O[C@@H]([C@H]([C@@H]([C@H]1OC(C)=O)OC(C)=O)OC(C)=O)C(=O)OC (S)-2-((((9H-fluoren-9-yl)methoxy)carbonyl)amino)-3-(4-(((2S,3R,4S,5S,6S)-3,4,5-triacetoxy-6-(methoxy-carbonyl)tetrahydro-2H-pyran-2-yl)oxy)phenyl)propanoic acid